2,4,6-trimethylol-1,3,5,2,4,6-trioxatriborinane C(O)B1OB(OB(O1)CO)CO